tert-Butyl 3-[4-(3,4-dichloro-2-fluoro-anilino)quinazolin-6-yl]imidazolidine-1-carboxylate ClC=1C(=C(NC2=NC=NC3=CC=C(C=C23)N2CN(CC2)C(=O)OC(C)(C)C)C=CC1Cl)F